2-(2,6-dioxopiperidin-3-yl)-5-(4-(2-(1-(6-fluoro-2-(4-fluorophenyl)imidazo[1,2-a]pyridin-7-yl)piperidin-4-yl)ethyl)piperazin-1-yl)isoindoline-1,3-dione O=C1NC(CCC1N1C(C2=CC=C(C=C2C1=O)N1CCN(CC1)CCC1CCN(CC1)C1=CC=2N(C=C1F)C=C(N2)C2=CC=C(C=C2)F)=O)=O